N-[4-Methyl-3-[[4-(3-pyridinyl)-2-pyrimidinyl]amino]phenyl]-4-(1-piperazinylmethyl)-benzamide CC1=C(C=C(C=C1)NC(=O)C2=CC=C(C=C2)CN3CCNCC3)NC4=NC=CC(=N4)C5=CN=CC=C5